Thiazinyl-triazine S1NC(=CC=C1)C1=NN=NC=C1